CC(=CC=O)C β-methyl-2-butenal